N-(4-(4-amino-5-(6-(3-fluorophenoxy)pyridin-3-yl)-7-methyl-7H-pyrrolo[2,3-d]pyrimidin-6-yl)phenyl)methacrylamide NC=1C2=C(N=CN1)N(C(=C2C=2C=NC(=CC2)OC2=CC(=CC=C2)F)C2=CC=C(C=C2)NC(C(=C)C)=O)C